C(CCC)OC(C#CO)=O n-butyl-3-hydroxypropynate